FC1=CC=C(C(=O)C2=CC=C(C=C2)SC2=CC=C(C=C2)C(C(C)(C)O)=O)C=C1 1-(4-{[4-(4-fluorobenzoyl)phenyl]thio}phenyl)-2-hydroxy-2-methylpropan-1-one